Cl.C12CN(CC(CC1)N2)C2=CC=C(C=N2)C=2C=1N(C=C(C2)OCC(C)(C)O)N=CC1C#N 4-(6-(3,8-diazabicyclo[3.2.1]oct-3-yl)pyridin-3-yl)-6-(2-hydroxy-2-methylpropyloxy)pyrazolo[1,5-a]pyridine-3-carbonitrile hydrochloride